isopropyl (S)-2-((S)-3-(6-chloro-1H-indol-3-yl)-2-methoxypropanamido)-6-diazo-5-oxohexanoate ClC1=CC=C2C(=CNC2=C1)C[C@@H](C(=O)N[C@H](C(=O)OC(C)C)CCC(C=[N+]=[N-])=O)OC